(S)-tert-butyl-[1-(5-bromo-4-chloro-2-fluorophenoxy) propan-2-yl] carbamate C(N)(O[C@H](COC1=C(C=C(C(=C1)Br)Cl)F)CC(C)(C)C)=O